tert-butyl-7-[(1S)-4-tert-butoxy-1-carbamoyl-4-oxo-butyl]-6-oxo-spiro[2,8-dihydrofuro[2,3-e]isoindole-3,4'-piperidine] C(C)(C)(C)N1CCC2(CC1)COC1=C3CN(C(C3=CC=C12)=O)[C@@H](CCC(=O)OC(C)(C)C)C(N)=O